OC=1C=C(C=CC1)C1=NN2C(=NC=3C=CC=CC3C2=N1)NC=1C(N=CC=CC1)=O (3R)-3-{[2-(3-hydroxyphenyl)[1,2,4]triazolo[1,5-c]quinazolin-5-yl]amino}azepin-2-one